FC1CCN(CC1)[C@H]1[C@H](CCC1)OC=1C=C2CN(C(C2=CC1)=O)C1C(NC(CC1)=O)=O 3-(5-(((1S,2R)-2-(4-fluoropiperidin-1-yl)cyclopentyl)oxy)-1-oxoisoindolin-2-yl)piperidine-2,6-dione